ClC1=CC=C(C=C1)S(=O)O.CNC1=CC=CC=C1 N-methylaniline p-chlorobenzenesulfinate salt